tert-butyl (2S)-4-(4-chloro-2'-(methylsulfinyl)-2,3,5',8'-tetrahydro-6'H-spiro[indene-1,7'-quinazolin]-4'-yl)-2-(cyanomethyl)piperazine-1-carboxylate ClC1=C2CCC3(CCC=4C(=NC(=NC4C3)S(=O)C)N3C[C@@H](N(CC3)C(=O)OC(C)(C)C)CC#N)C2=CC=C1